N[C@@H](CC1=CNC=N1)C(=O)O L-histidin